(8-methyl-1,3,4,5-tetrahydropyrido[4,3-b]indol-2-yl)-[2-(trifluoromethyl)-1H-imidazol-4-yl]methanone CC1=CC=2C3=C(NC2C=C1)CCN(C3)C(=O)C=3N=C(NC3)C(F)(F)F